6-chloro-7-cyclopropyloxy-N-[3,6-difluoro-5-(2-fluoroethoxy)pyridin-2-yl]-1H-indole-3-sulfonamide ClC1=CC=C2C(=CNC2=C1OC1CC1)S(=O)(=O)NC1=NC(=C(C=C1F)OCCF)F